6-[3-(dimethylamino)pyrrolidin-1-yl]pyridin-2-ol CN(C1CN(CC1)C1=CC=CC(=N1)O)C